C1(=CC=CC=C1)C1=NC2=CN=C(C=C2C=C1C1=CC=CC=C1)NC(=O)NCC(CC)O 1-(2,3-diphenyl-1,7-naphthyridin-6-yl)-3-(2-hydroxybutyl)urea